Cl[C@@H](C)CCC (S)-2-chloropentane